2,5-bis(benzo[d]oxazol-2-yl)thiophene O1C(=NC2=C1C=CC=C2)C=2SC(=CC2)C=2OC1=C(N2)C=CC=C1